ClC=1C=C2C=C(NC2=CC1OCC=1N=CSC1)CNC([C@H](CF)F)=O (R)-N-((5-chloro-6-(thiazol-4-ylmethoxy)-1H-indol-2-yl)methyl)-2,3-difluoropropanamide